2-fluoro-8-methyl-8-(1-methyl-1H-pyrazol-4-yl)-7,8-dihydro-6H-cyclopenta[e]pyrazolo[1,5-a]pyrimidine-6-carboxylic acid FC1=NN2C(N=CC3=C2C(CC3C(=O)O)(C=3C=NN(C3)C)C)=C1